5-((R)-2-(2,5-difluorophenyl)pyrrolidin-1-yl)-N-((S)-2,3-dihydroxypropoxy)pyrazolo[1,5-a]pyrimidine-3-carboxamide FC1=C(C=C(C=C1)F)[C@@H]1N(CCC1)C1=NC=2N(C=C1)N=CC2C(=O)NOC[C@H](CO)O